2-(2-(palmitoylaminoethoxy)acetamido)benzamide di-(2-pyridyl)carbonate N1=C(C=CC=C1)OC(OC1=NC=CC=C1)=O.C(CCCCCCCCCCCCCCC)(=O)NCCOCC(=O)NC1=C(C(=O)N)C=CC=C1